hydroxy-[1,1'-binaphthyl] OC1=C(C2=CC=CC=C2C=C1)C1=CC=CC2=CC=CC=C12